COC(C1=C(C(=CC(=C1)F)C1=CC(=NC=C1)OC)Cl)=O 2-chloro-5-fluoro-3-(2-methoxy-4-pyridinyl)benzoic acid methyl ester